C1(=CC=CC=C1)C(OCC(=O)[O-])(C1=CC=CC=C1)C1=CC=CC=C1 triphenylmethoxyacetate